FC(C=1C=C(C=CC1)C=1N=NN(C1)C1OCCCC1)(F)F (4-(3-(trifluoromethyl)phenyl)-1H-1,2,3-triazol-1-yl)tetrahydro-2H-pyran